F[C@H]1C[C@@]2(CCCN2C1)COC1=NC2=C(C(=C(C=C2C(=N1)N1CC2CCC(C1)N2)Cl)C2=C(C(=CC(=N2)N)C)C(F)(F)F)F 6-(2-{[(2S,7aS)-2-fluoro-hexahydro-1H-pyrrolizin-7a-yl]methoxy}-6-chloro-4-{3,8-diazabicyclo[3.2.1]octan-3-yl}-8-fluoroquinazolin-7-yl)-4-methyl-5-(trifluoromethyl)pyridin-2-amine